C(C)N1N=C(C=C1C=1N=C(N(C1)C)C1=NC(=CC2=C1C=CN2C)C(=O)N)C 4-[4-(1-ethyl-3-methyl-1H-pyrazol-5-yl)-1-methyl-1H-imidazol-2-yl]-1-methyl-1H-pyrrolo[3,2-c]pyridine-6-carboxamide